1-ETHYL-2-ISOCYANO-3-METHOXY-BENZENE C(C)C1=C(C(=CC=C1)OC)[N+]#[C-]